bis(2-hexyloctyl)6,6'-(pyridin-4-ylazanediyl)dihexanoate C(CCCCC)C(COC(CCCCCN(CCCCCC(=O)OCC(CCCCCC)CCCCCC)C1=CC=NC=C1)=O)CCCCCC